tert-Butyl 4-[[4-(3-amino-1H-pyrazol-5-yl)-N-tert-butoxycarbonyl-3-methoxy-anilino]methyl]piperidine-1-carboxylate NC1=NNC(=C1)C1=C(C=C(N(C(=O)OC(C)(C)C)CC2CCN(CC2)C(=O)OC(C)(C)C)C=C1)OC